C1(CC1)C1=CC(=C(C2=C1N(N=N2)C)C)C(CC(=O)OCC)C2=CC=C1C=CN(C1=C2)C(=O)O.BrC2=C(C(=O)NC1=C(C=CC=C1)C(C)(C)C)C=CC=C2C 2-bromo-3-methyl-N-(2-tert-butylphenyl)benzamide 6-[1-(7-cyclopropyl-1,4-dimethyl-1H-benzotriazol-5-yl)-3-ethoxy-3-oxopropyl]-1H-indole-1-carboxylate